2-[2-[3-[[3-chloro-5-(hydroxymethyl)-2-methoxyphenyl]sulfonylamino]-4-fluorophenyl]phenoxy]acetic acid ClC=1C(=C(C=C(C1)CO)S(=O)(=O)NC=1C=C(C=CC1F)C1=C(OCC(=O)O)C=CC=C1)OC